methyl-cholest-8(14)-enol CC(C(C)CCC[C@@H](C)[C@H]1CCC2=C3CCC4CCCC[C@]4(C)[C@H]3CC[C@]12C)O